ClC=1C=C(OCCCN2C[C@@H](CC2)O)C=CC1C=1N(C2=NC=NC(=C2N1)OC1(CC1)C)CC1=NC=CC(=C1)C(F)(F)F (R)-1-(3-(3-chloro-4-(6-(1-methylcyclopropoxy)-9-((4-(trifluoromethyl)pyridin-2-yl)methyl)-9H-purin-8-yl)phenoxy)propyl)pyrrolidin-3-ol